C1(=CC=CC2=CC=CC=C12)[Te][Te]C1=CC=CC2=CC=CC=C12 dinaphthyl ditelluride